4-chloro-2-(chloromethyl)-7-fluoro-1H-benzimidazole ClC1=CC=C(C=2NC(=NC21)CCl)F